2-(2-(2-(prop-2-yn-1-yloxy)ethoxy)ethyl)-1H-pyrazole-4-carboxylic acid C(C#C)OCCOCCN1NC=C(C1)C(=O)O